(R)-6,8-dichloro-1-methyl-1,2,3,4-tetrahydroisoquinoline ClC=1C=C2CCN[C@@H](C2=C(C1)Cl)C